BrC=1C(=NC=C(C1)N1CCC(CC1)(F)F)C=O (3-bromo-5-(4,4-difluoropiperidin-1-yl)pyridin-2-yl)methanone